2-(5-(tert-butyl)-3-fluoro-2-methoxyphenyl)-2-((R)-3-(ethyl(5-(5,6,7,8-tetrahydro-1,8-naphthyridin-2-yl)pentyl)amino)pyrrolidin-1-yl)acetic acid C(C)(C)(C)C=1C=C(C(=C(C1)C(C(=O)O)N1C[C@@H](CC1)N(CCCCCC1=NC=2NCCCC2C=C1)CC)OC)F